(2E,10E)-tetradeca-2,10-diene-4,6-diyne-9,14-diol C\C=C\C#CC#CCC(\C=C\CCCO)O